{[(5-iodopentyl)oxy]methyl}benzene ICCCCCOCC1=CC=CC=C1